NC1=C2C(=NC=N1)N(N=C2C2=CC=C(C=C2)OC2=CC=CC=C2)C2CCC(CC2)CN2C1CN(CC2C1)C=1C=C2C(N(C(C2=CC1)=O)C1C(NC(CC1)=O)=O)=O 5-(6-((4-(4-amino-3-(4-phenoxyphenyl)-1H-pyrazolo[3,4-d]pyrimidin-1-yl)cyclohexyl)methyl)-3,6-diazabicyclo[3.1.1]heptan-3-yl)-2-(2,6-dioxopiperidin-3-yl)isoindoline-1,3-dione